5-bromo-N-((tetrahydro-2H-pyran-4-yl)methyl)-1H-indazole-3-carboxamide BrC=1C=C2C(=NNC2=CC1)C(=O)NCC1CCOCC1